(1S,3S,5R)-N-((R)-1-(5-carbamimidoylthiophen-2-yl)ethyl)-2-((4-(4-fluorophenoxy)benzoyl)glycyl)-5-(methoxymethyl)-2-azabicyclo[3.1.0]-hexane-3-carboxamide C(N)(=N)C1=CC=C(S1)[C@@H](C)NC(=O)[C@H]1N([C@H]2C[C@]2(C1)COC)C(CNC(C1=CC=C(C=C1)OC1=CC=C(C=C1)F)=O)=O